2-bromo-5-(2-(methoxymethyl)azetidin-1-yl)pyridine BrC1=NC=C(C=C1)N1C(CC1)COC